N1(CCC(CC1)C(=O)[O-])C(=O)[O-] piperidine-1,4-dicarboxylate